N1N=C(C=C1)CN C-(1H-pyrazol-3-yl)-methylamine